CC=1N=C(SC1)NC(C1=NC=CC=C1)=O N-(4-methylthiazol-2-yl)picolinamide